CC=1C(=C(C=C(C1)C(F)(F)F)O)C=1C=NC=2C(N1)=NN(C2)[C@@H]2CCC1=C(N(N=N1)C)C2 |o1:21| (R or S)-3-methyl-2-(2-(1-methyl-4,5,6,7-tetrahydro-1H-benzo[d][1,2,3]triazol-6-yl)-2H-pyrazolo[3,4-b]pyrazin-6-yl)-5-(trifluoromethyl)phenol